2-phenylmethylamino-2,4,6,8-tetramethylcyclotetrasiloxane C1(=CC=CC=C1)CN[Si]1(O[SiH](O[SiH](O[SiH](O1)C)C)C)C